FC(C1=CC(=CC=2B(OCC21)O)C(=O)N(CC(=O)O)CCNC(=O)C=2C=C(C1=C(B(OC1)O)C2)C(F)F)F N-(4-(difluoromethyl)-1-hydroxy-1,3-dihydrobenzo[c][1,2]oxaborole-6-carbonyl)-N-(2-(4-(difluoromethyl)-1-hydroxy-1,3-dihydrobenzo[c][1,2]oxaborole-6-carboxamido)ethyl)glycine